4-((3-(2-(diallylamino)ethyl)-1H-indol-7-yl)oxy)-4-oxobutanoic acid C(C=C)N(CCC1=CNC2=C(C=CC=C12)OC(CCC(=O)O)=O)CC=C